ClC=1C(=NC=CC1)C(C(=O)N)C1=NC=CC(=C1)C(F)(F)F 2-(3-Chloropyridin-2-yl)-2-(4-(trifluoromethyl)pyridin-2-yl)acetamide